CC=1N=CN(C1)C1=C(C#N)C=CC=C1 2-(4-methylimidazol-1-yl)benzonitrile